COC1=CC=C(C=N1)[C@H]1COC=2C(=NC=C(C2)O)O1 (S)-3-(6-methoxypyridin-3-yl)-2,3-dihydro-[1,4]dioxino[2,3-b]pyridin-7-ol